6-(2-(5-Cyclopropyl-3-(2-(trifluoromethyl)phenyl)isoxazol-4-yl)-7-azaspiro[3.5]non-1-en-7-yl)-4-(2-hydroxyethoxy)chinolin C1(CC1)C1=C(C(=NO1)C1=C(C=CC=C1)C(F)(F)F)C1=CC2(C1)CCN(CC2)C=2C=C1C(=CC=NC1=CC2)OCCO